C(C)[Si](OC1(CNCC1)C(F)(F)F)(CC)CC triethyl-[3-(trifluoromethyl)pyrrolidine-3-yl]oxysilane